O1CCOC2=C1C=CC(=C2)C2=C(C)C(=CC=C2)Br 2-(1,4-benzodioxan-6-yl)-6-bromotoluene